CN1CCC(CC1)N1C=CC=2C1=NC=C(C2)C(=O)O 1-(1-methylpiperidin-4-yl)pyrrolo[2,3-b]pyridine-5-carboxylic acid